2-(4-(5-Chloro-2-(1H-tetrazol-1-yl)phenyl)-2,5-dioxapiperazin-1-yl)-N-(4-(2-oxooxazolidin-3-yl)phenyl)-3-phenylpropionamide ClC=1C=CC(=C(C1)N1CON(CO1)C(C(=O)NC1=CC=C(C=C1)N1C(OCC1)=O)CC1=CC=CC=C1)N1N=NN=C1